2-(4-chloro-2-methoxyphenoxy)-4-(perfluoroethyl)-N-(3-sulfonylphenyl)benzamide ClC1=CC(=C(OC2=C(C(=O)NC=3CC(C=CC3)=S(=O)=O)C=CC(=C2)C(C(F)(F)F)(F)F)C=C1)OC